FC(OC1=CC=C(CC=2N(C(=C(N2)C(=O)OCC)C=2C(=NC(=CC2)C(F)(F)F)F)C)C=C1)F ethyl 2-(4-(difluoromethoxy)benzyl)-5-(2-fluoro-6-(trifluoromethyl)pyridin-3-yl)-1-methyl-1H-imidazole-4-carboxylate